N1C(=NC2=C1C=CC=C2)C2=CC(=NN2)NC(C2=CC(=C(C=C2)OC)F)=O N-[5-(1H-benzimidazol-2-yl)-1H-pyrazol-3-yl]-3-fluoro-4-methoxy-benzamide